C1(CCC1)N(C(=O)OCC1=C(C=NN1C)C1=NC=C(C(=N1)CC)OC1CCCCC1)C (1S,3S)-3-({2-[5-({[Cyclobutyl(methyl)carbamoyl]oxy}methyl)-1-methyl-1H-pyrazol-4-yl]-4-ethylpyrimidin-5-yl}oxy)cyclohexan